C(C)(C)(C)OC(=O)N1C=CC2=CC=CC(=C12)CC(C(=O)O)CNC=1SC(=C(N1)C1=CC(=C(C=C1)Cl)Cl)C(C)C 3-(1-(tert-butoxycarbonyl)-1H-indol-7-yl)-2-((4-(3,4-dichlorophenyl)-5-isopropylthiazol-2-ylamino)methyl)propionic acid